N-{[4-(1,4-dimethyl-1H-imidazole-2-sulfonyl)phenyl]methyl}imidazo[1,2-a]pyrimidine-6-carboxamide CN1C(=NC(=C1)C)S(=O)(=O)C1=CC=C(C=C1)CNC(=O)C=1C=NC=2N(C1)C=CN2